CSC=1N=CC2=C(N1)CCCCC2=O 2-(methylsulfanyl)-5H,6H,7H,8H,9H-cyclohepta[d]pyrimidin-5-one